FC=1C(=C2C(=NC1C)NN=C2)C=2C(=NN1C2OCC2(C1)CC2)C2=NC=C(C=C2)F 3'-(5-Fluoro-6-methyl-1H-pyrazolo[3,4-b]pyridin-4-yl)-2'-(5-fluoropyridin-2-yl)-5'H,7'H-spiro[cyclopropane-1,6'-pyrazolo[5,1-b][1,3]oxazine]